Methyl 3-((2-azaspiro[3.3]heptan-6-yl)oxy)-5-chlorothiophene-2-carboxylate C1NCC12CC(C2)OC2=C(SC(=C2)Cl)C(=O)OC